(S)-2-amino-2-((1r,3R,5R,7S)-3-hydroxyadamantan-1-yl)-N,N-bis(2-hydroxyethyl)acetamide N[C@H](C(=O)N(CCO)CCO)C12CC3(C[C@H](C[C@@H](C1)C3)C2)O